FC(=C(CC1OCCO1)C1=CC=C(C=C1)C)F 2-(3,3-difluoro-2-(p-tolyl)allyl)-1,3-dioxolane